NC1=NC(N(C=C1F)[C@@H]1O[C@]([C@H](C1)O[Si](C)(C)C(C)(C)C)(C1CC1)CO[Si](C)(C)C(C)(C)C)=O 4-amino-1-[(2R,4S,5R)-4-[(tert-butyldimethylsilyl)oxy]-5-([(tert-butyldimethylsilyl)oxy]methyl)-5-cyclopropyloxolan-2-yl]-5-fluoropyrimidin-2-one